(S)-N-(7-(2-(1-amino-2-(3,5-difluorophenyl)ethyl)-7-(2-fluorophenyl)-4-oxopyrido[2,3-d]pyrimidin-3(4H)-yl)-4-chloro-1-methyl-1H-indazol-3-yl)-N-(4-methoxybenzyl)methanesulfonamide N[C@@H](CC1=CC(=CC(=C1)F)F)C=1N(C(C2=C(N1)N=C(C=C2)C2=C(C=CC=C2)F)=O)C=2C=CC(=C1C(=NN(C21)C)N(S(=O)(=O)C)CC2=CC=C(C=C2)OC)Cl